3-(5-cyclobutyl-1,3-thiazol-2-yl)-N-[(6-methylpyridazin-3-yl)methyl]-5-(tetrahydro-2H-pyran-4-yloxy)benzamide C1(CCC1)C1=CN=C(S1)C=1C=C(C(=O)NCC=2N=NC(=CC2)C)C=C(C1)OC1CCOCC1